C(C1=CC=CC=C1)N1C=NC2=C1C=CC=C2 1-benzylbenzimidazole